OC1(CC(C1)C(=O)N1CC2(C1)CCC(CC2)OC2=NC(=C(C=C2)C)OC)C ((1s,3s)-3-Hydroxy-3-methylcyclobutyl)(7-((6-methoxy-5-methylpyridin-2-yl)oxy)-2-azaspiro[3.5]nonan-2-yl)methanone